(3R)-3-{[2-(4-methoxyphenyl)-8-(propan-2-yl)[1,2,4]triazolo[1,5-c]quinazolin-5-yl]amino}azepan-2-one (3-methylcyclobutan-3-yl)methyl-2-methylpropanoate CC1(CCC1)COC(C(C)C)=O.COC1=CC=C(C=C1)C1=NN2C(=NC=3C=C(C=CC3C2=N1)C(C)C)N[C@H]1C(NCCCC1)=O